COC(C=C)=O acrylic acid (E)-methyl ester